methylenediaminosebacic acid C=C(C(C(=O)O)(N)N)CCCCCCC(=O)O